2-hydroxy-4-methyl-6-(trifluoromethyl)nicotinic acid OC1=C(C(=O)O)C(=CC(=N1)C(F)(F)F)C